CNCCC(=O)N1CCN(CC1)C1=CC=C(C=N1)C#N 6-[4-[3-(methylamino)propanoyl]piperazin-1-yl]pyridine-3-carbonitrile